C(C)(C)(C)[C@H]1CN(CCN1)C=1C=CC(=C2N=C(SC21)OC)C(=O)NC2=CC1=CN(N=C1C(=C2)F)C 7-[(3S)-3-tert-butylpiperazin-1-yl]-N-(7-fluoro-2-methyl-indazol-5-yl)-2-methoxy-1,3-benzothiazole-4-carboxamide